2,2,2-trifluoro-1-(piperazin-1-yl)ethan-1-one trifluoroacetate salt FC(C(=O)O)(F)F.FC(C(=O)N1CCNCC1)(F)F